C1(=CC=CC=C1)C=1C=NC(=C(C(=O)N)C1)N1C[C@@H](CC1)OC1=NC=C(C=C1)C(F)(F)F (R)-5-phenyl-2-(3-(5-(trifluoromethyl)pyridin-2-yloxy)pyrrolidin-1-yl)nicotinamide